(S)-N-((S)-1-cyano-2-(2-fluoro-4-(1-methyl-1H-indol-2-yl)phenyl)ethyl)-1,4-oxazepane-2-carboxamide C(#N)[C@H](CC1=C(C=C(C=C1)C=1N(C2=CC=CC=C2C1)C)F)NC(=O)[C@H]1OCCCNC1